bis(cyclopentadienyl)titanium dichloride [Cl-].[Cl-].C1(C=CC=C1)[Ti+2]C1C=CC=C1